FC1=CC(=CC2=C1N=C(O2)C)C=2N=C1N(C(C2)=O)C=C(C=C1)N1C[C@H]2N(CC1)CCC2 2-(4-fluoro-2-methyl-1,3-benzoxazol-6-yl)-7-[(8aS)-hexahydropyrrolo[1,2-a]pyrazin-2(1H)-yl]-4H-pyrido[1,2-a]pyrimidin-4-one